Methyl 3-(5-(4-amino-5-(3-fluoro-4-((4-methylpyrimidin-2-yl)oxy)phenyl)-7-((2-(trimethylsilyl)ethoxy)methyl)-7H-pyrrolo[2,3-d]pyrimidin-6-yl)-2-chloropyridin-4-yl)propanoate NC=1C2=C(N=CN1)N(C(=C2C2=CC(=C(C=C2)OC2=NC=CC(=N2)C)F)C=2C(=CC(=NC2)Cl)CCC(=O)OC)COCC[Si](C)(C)C